(6S)-12-benzyloxy-18-nitro-12,20-bis(trifluoromethyl)-8-oxa-2,14,15,21-tetraazatricyclo[15.3.1.02,6]heneicosane-1(21),17,19-triene-13,16-dione C(C1=CC=CC=C1)OC1(CCCOC[C@@H]2CCCN2C=2C(=CC(=C(C(NNC1=O)=O)N2)[N+](=O)[O-])C(F)(F)F)C(F)(F)F